Isopropyl ((R)-((2-(1,3-dioxoisoindolin-2-yl)ethyl)thio)(ethoxy)phosphoryl)-L-alaninate O=C1N(C(C2=CC=CC=C12)=O)CCS[P@](=O)(OCC)N[C@@H](C)C(=O)OC(C)C